ClC=1C=NN(C1)C1=NC(=C2C(=N1)N(N=C2)C2=CC(=CC=C2)Cl)NC(=O)C=2SC(=CC2)[N+](=O)[O-] N-(6-(4-chloro-1H-pyrazol-1-yl)-1-(3-chlorophenyl)-1H-pyrazolo[3,4-d]pyrimidin-4-yl)-5-nitrothiophene-2-carboxamide